tert-butyl (4-((3-methylpyridin-2-ylmethyl)amino)butyl)carbamate CC=1C(=NC=CC1)CNCCCCNC(OC(C)(C)C)=O